C(C)(C)(C)OC(N[C@@H]1C[C@@H](CC1)NC=1C=2N(N=CC1C(N)=NC1=C(C=C(C=C1)O)C)C=C(C2)Br)=O.OC(C)NC(CCCCC)=O 1-N-(1-hydroxyethyl)caproamide tert-butyl-N-[(1S,3R)-3-[[6-bromo-3-[N'-(4-hydroxy-2-methyl-phenyl)carbamimidoyl]pyrrolo[1,2-b]pyridazin-4-yl]amino]cyclopentyl]carbamate